(1-benzylpyrrolidin-3-yl)methanamine C(C1=CC=CC=C1)N1CC(CC1)CN